4-{(S)-2-(3-Phenylpropionylamino)-2-[2-(thien-2-yl)thiazol-4-yl]Ethyl}-phenyl-sulfamic acid C1(=CC=CC=C1)CCC(=O)N[C@@H](CC1=CC=C(C=C1)NS(O)(=O)=O)C=1N=C(SC1)C=1SC=CC1